C(C)[Bi](CC)N[Bi](CC)CC bis(diethylbismuthanyl)amine